potassium (((1S,4S)-2-oxa-5-azabicyclo[2.2.1]hept-5-yl)methyl)trifluoroborate [C@@H]12OC[C@@H](N(C1)C[B-](F)(F)F)C2.[K+]